1-(3-methoxy-5-(trifluoromethyl)pyridin-2-yl)propan-1-one nickel-chromium silicon [Si].[Cr].[Ni].COC=1C(=NC=C(C1)C(F)(F)F)C(CC)=O